Cl.Cl.N1CCC(CC1)CN1CCN(CC1)C(=O)C=1C=C(C=CC1)C1C(NC(CC1)=O)=O 3-(3-(4-(piperidin-4-ylmethyl)piperazine-1-carbonyl)phenyl)piperidine-2,6-dione dihydrochloride